4-(piperidine-1-carbonyl)benzoic acid N1(CCCCC1)C(=O)C1=CC=C(C(=O)O)C=C1